N(=O)O[O-] The molecule is the nitrogen oxoanion formed by loss of a proton from peroxynitrous acid. It has a role as a human metabolite. It is a member of reactive oxygen species, a nitrogen oxoanion and a member of reactive nitrogen species. It is a conjugate base of a peroxynitrous acid.